C(C)N1N=CC(=C1C1=NC=C(C=C1F)NCC)C(=O)N[C@@H]1C(NC2=C(C(=N1)C1=CC=CC=C1)C=CC=C2F)=O 1-Ethyl-5-[5-(ethylamino)-3-fluoropyridin-2-yl]-N-[(3S)-9-fluoro-2-oxo-5-phenyl-1,3-dihydro-1,4-benzodiazepin-3-yl]pyrazole-4-carboxamide